(R)-1-(4-(4-((2,5-difluoro-3-methyl-4-((1-methyl-1H-benzo[d][1,2,3]triazol-5-yl)oxy)phenyl)amino)pyrido[3,2-d]pyrimidin-6-yl)-2-methylpiperazin-1-yl)prop-2-en-1-one FC1=C(C=C(C(=C1C)OC1=CC2=C(N(N=N2)C)C=C1)F)NC=1C2=C(N=CN1)C=CC(=N2)N2C[C@H](N(CC2)C(C=C)=O)C